N-(2-aminoethyl)3-aminopropyl-triethoxysilane NCCNCCC[Si](OCC)(OCC)OCC